Cl.Cl.C1(CC1)C1CN(CCN1)C1=CC=C(N=N1)C1=NC=C(C=C1O)C=1C=NNC1 2-[6-(3-cyclopropylpiperazin-1-yl)pyridazin-3-yl]-5-(1H-pyrazol-4-yl)pyridin-3-ol dihydrochloride